4-(trifluoromethyl)-6,7-dihydro-1H-cyclopenta[b]pyridine-2,5-dione FC(C=1C2=C(NC(C1)=O)CCC2=O)(F)F